COC(=O)C=1C=CC2=C(N(C(=N2)CN2CCC(CC2)C2=CC=CC=3OC[C@@H](OC32)C3=C(C=C(C=C3)Cl)Cl)C[C@H]3OCC3)C1 2-((4-((S)-3-(2,4-dichlorophenyl)-2,3-dihydrobenzo[b][1,4]dioxin-5-yl)piperidin-1-yl)methyl)-1-(((S)-oxetan-2-yl)methyl)-1H-benzo[d]imidazole-6-carboxylic acid methyl ester